O[C@@H]1C[C@H](N(C1)C([C@H](C(C)(C)C)NC(=O)C1=CC=C(C(=O)NCCCC(=O)OC(C)(C)C)C=C1)=O)C(NCC1=CC=C(C=C1)C1=C(N=CS1)C)=O tert-Butyl 4-(4-(((S)-1-((2S,4R)-4-hydroxy-2-((4-(4-methylthiazol-5-yl)benzyl)carbamoyl) pyrrolidin-1-yl)-3,3-dimethyl-1-oxobutan-2-yl)carbamoyl)benzamido)-butanoate